C(C)OC1=NC=CC(=N1)C1=CC=2C=NC(=CC2N1)NC(=O)C=1C=NN(C1)C N-(2-(2-ethoxypyrimidin-4-yl)-1H-pyrrolo[3,2-c]pyridin-6-yl)-1-methyl-1H-pyrazole-4-carboxamide